N-(2-cyclopropylpropan-2-yl)-2-(pyridin-4-yl)pyrido[3,4-d]Pyrimidin-4-amine C1(CC1)C(C)(C)NC=1C2=C(N=C(N1)C1=CC=NC=C1)C=NC=C2